4-{[(exo-5-fluoro-1a,6b-dihydro-1H-cyclopropa[b][1]benzofuran-1-carbonyl)amino](phenyl)methyl}pyridine FC=1C=CC2=C(C3C(O2)C3C(=O)NC(C3=CC=NC=C3)C3=CC=CC=C3)C1